6-(6-cyclopropyl-7-ethoxyimidazo[1,2-a]pyridin-3-yl)-N-((3S,4S)-4-fluoropyrrolidin-3-yl)pyridin-2-amine C1(CC1)C=1C(=CC=2N(C1)C(=CN2)C2=CC=CC(=N2)N[C@H]2CNC[C@@H]2F)OCC